butylene isophthalate C1(C2=CC(C(=O)OCCCCO1)=CC=C2)=O